C(C)(C)(C)OC(=O)N[C@H](COC(NC1(CC1)C(F)(F)F)=O)C=1C=CC(=C(C(=O)OC)C1)Cl methyl (S)-5-(1-((t-butoxycarbonyl) amino)-2-(((1-(trifluoromethyl) cyclopropyl) carbamoyl) oxy) ethyl)-2-chlorobenzoate